(R)-2-fluoro-N'-(8-fluoro-1,2,3,5,6,7-hexahydro-s-indacen-4-ylcarbamoyl)-4-(2-hydroxypropan-2-yl)benzenesulfonimidamide FC1=C(C=CC(=C1)C(C)(C)O)[S@@](=O)(N)=NC(NC1=C2CCCC2=C(C=2CCCC12)F)=O